8-(1-Bromoethyl)-2-ethylsulfanyl-6-fluoro-chromen-4-one BrC(C)C=1C=C(C=C2C(C=C(OC12)SCC)=O)F